2-{[5-(4-ethylphenyl)-4H-1,2,4-triazol-3-yl]sulfanyl}-1-phenylethan-1-ol C(C)C1=CC=C(C=C1)C=1NC(=NN1)SCC(O)C1=CC=CC=C1